1-((2-(2-(piperidin-4-yl)ethoxy)naphthalen-1-yl)methyl)naphthalen-2-ol N1CCC(CC1)CCOC1=C(C2=CC=CC=C2C=C1)CC1=C(C=CC2=CC=CC=C12)O